5-[[ethylsulfonyl-(3-pyridyl)amino]methyl]isoxazole-3-carboxylic acid ethyl ester C(C)OC(=O)C1=NOC(=C1)CN(C=1C=NC=CC1)S(=O)(=O)CC